(R)-5-((3S,5R,7R,8R,9S,10S,13R,14S,17R)-3-hydroxy-10,13-dimethyl-7-(propionyloxy)-3-(4-(trifluoromethyl)phenyl)hexadecahydro-1H-cyclopenta[a]phenanthren-17-yl)hexanoic acid O[C@]1(CC[C@@]2([C@H]3CC[C@@]4([C@H](CC[C@H]4[C@@H]3[C@@H](C[C@@H]2C1)OC(CC)=O)[C@@H](CCCC(=O)O)C)C)C)C1=CC=C(C=C1)C(F)(F)F